FC(C1=C(C=CC=C1)B(O)O)F [2-(difluoromethyl)phenyl]boronic acid